COC1=CC=C(C=N1)[C@H](CC(=O)OCC)NC(=O)C1(CC(C1)CCC1=NC=2NCCCC2C=C1)C (S)-Ethyl 3-(6-methoxypyridin-3-yl)-3-(1-methyl-3-(2-(5,6,7,8-tetrahydro-1,8-naphthyridin-2-yl)ethyl)cyclobutanecarboxamido)propanoate